7-(1-(1,1-difluoroethyl)cyclobutyl)-5-fluoro-2-(((3S,4R)-3-hydroxytetrahydro-2H-pyran-4-yl)amino)pyrrolo[2,1-f][1,2,4]triazine-6-carbonitrile FC(C)(F)C1(CCC1)C1=C(C(=C2C=NC(=NN21)N[C@H]2[C@@H](COCC2)O)F)C#N